C(C)(C)(C)[Si](O[C@@H](CC=C)O)(C1=CC=CC=C1)C1=CC=CC=C1 (2S)-1-[tert-butyl-(diphenyl)silyl]oxapent-4-en-2-ol